7-bromo-6,8-difluoro-3,3-dimethyl-3,4-dihydro-1H-quinoxaline-2-thione BrC1=C(C=C2NC(C(NC2=C1F)=S)(C)C)F